1-[2-chloro-4-(trifluoromethyl)phenyl]-N-[(3R)-1-methyl-3-piperidinyl]pyrido[3,4-d]pyridazin-4-amine ClC1=C(C=CC(=C1)C(F)(F)F)C1=C2C(=C(N=N1)N[C@H]1CN(CCC1)C)C=NC=C2